ethyl (3RS,4SR)-4-(4-methylphenyl)-2-oxo-1-prop-2-ynoxy-pyrrolidine-3-carboxylate CC1=CC=C(C=C1)[C@@H]1[C@H](C(N(C1)OCC#C)=O)C(=O)OCC |r|